SC(CC[Si](OC)(OC)C)S 3-mercapto(mercapto)propylmethyldimethoxysilane